N-(3-(4-cyclopropyl-6-(methylthio)pyridin-2-yl)-1-methyl-1H-pyrrolo[2,3-c]pyridin-5-yl)acetamide C1(CC1)C1=CC(=NC(=C1)SC)C1=CN(C2=CN=C(C=C21)NC(C)=O)C